2,4-dichlorophenolate sodium salt [Na+].ClC1=C(C=CC(=C1)Cl)[O-]